2-({4-[bis(2-methoxyethyl)amino]phenyl}amino)-6-(2-chlorophenyl)imidazo[1,2-a]pyrimido[5,4-e]pyrimidin-5(6H)-one COCCN(C1=CC=C(C=C1)NC=1N=CC=2C(N(C=3N(C2N1)C=CN3)C3=C(C=CC=C3)Cl)=O)CCOC